C1(=CC=CC=C1)N1N=C(N=C1)S 1-phenyl-1H-(1,2,4)-triazole-3-thiol